(+/-)-Tert-butyl (3S,4R)-4-((2-(N'-((((benzyloxy)carbonyl)glycyl)oxy) carbamimidoyl)-1-(2,2,2-trifluoroethyl)-1H-indol-4-yl)amino)-3-fluoropiperidine-1-carboxylate C(C1=CC=CC=C1)OC(=O)NCC(=O)ON=C(N)C=1N(C2=CC=CC(=C2C1)N[C@H]1[C@H](CN(CC1)C(=O)OC(C)(C)C)F)CC(F)(F)F |r|